4-[(pyrrolidin-1-yl)carbonyl]benzene N1(CCCC1)C(=O)C1=CC=CC=C1